C(C=C)(=O)OCCOCCCCCCCCCOP(=O)([O-])OCC[N+](C)(C)C acryloyloxyethoxynonylphosphocholine